2-methylthio-5-trifluoromethylpyrimidine CSC1=NC=C(C=N1)C(F)(F)F